4-bromo-3-((2-methyl-6-morpholinopyrimidin-4-yl)oxy)benzonitrile BrC1=C(C=C(C#N)C=C1)OC1=NC(=NC(=C1)N1CCOCC1)C